C(C)C1N(C(=C(N1C1=NC=CC(=C1)C(F)(F)F)O)C)OC ethyl-4-hydroxy-1-methoxy-5-methyl-3-[4-(trifluoromethyl)-2-pyridinyl]imidazole